C[C@@]12C(C(C([C@H]1[C@@H]1CCC=3C=C(C=CC3[C@H]1CC2)O)O)O)O estra-1,3,5(10)-trien-3,15,16,17-tetrol